[N-]=C=O.C1(=CC=C(C=C1)C)C para-xylene isocyanate